OC1CCC(CC1)[C@@H]1N(C(OC1)(C)C)C(=O)OC(C)(C)C tert-butyl (S)-4-(4-hydroxycyclohexyl)-2,2-dimethyloxazolidine-3-carboxylate